(S)-2-(2,6-dichlorobenzoylamino)-3-(4-(7'-methoxy-2'-oxospiro[cyclopropane-1,3'-indolin]-1'-yl)phenyl)propanoic acid ClC1=C(C(=O)N[C@H](C(=O)O)CC2=CC=C(C=C2)N2C(C3(C4=CC=CC(=C24)OC)CC3)=O)C(=CC=C1)Cl